C(N)(=S)C1=CC=C(C=C1)C1CCN(CC1)C(=O)OC(C)(C)C tert-butyl 4-(4-carbamothioylphenyl)piperidine-1-carboxylate